(p-tert-butylphenyl)diphenylsulfonium triflate [O-]S(=O)(=O)C(F)(F)F.C(C)(C)(C)C1=CC=C(C=C1)[S+](C1=CC=CC=C1)C1=CC=CC=C1